C1=C(C=CC2=CC=CC=C12)CO[C@@H]1[C@H]([C@H]([C@H](OCC=C)O[C@H]1C)O)O[Si](CC)(CC)CC allyl 4-O-(2-naphthylmethyl)-3-O-triethylsilyl-α-L-rhamnopyranoside